S1C(=CC=C1)S(=O)(=O)N1CCNCC1 1-(thiophen-2-ylsulfonyl)piperazine